FC=1C=C(CN2CCNCC2)C=CC1 4-(3-fluorobenzyl)piperazin